FC(C1=CN=C2N1C=C(C=C2)OCC21COC(C2)(C1)CNC(OC(C)(C)C)=O)F tert-butyl N-[[4-[[3-(difluoromethyl)imidazo[1,2-a]pyridin-6-yl]oxymethyl]-2-oxabicyclo[2.1.1]hexan-1-yl]methyl]carbamate